2-(5-(9-borabicyclo[3.3.1]nonan-9-yl)pentyl)-4,8-dimethyl-2-phosphabicyclo[3.3.1]nonan-2-ium bromide [Br-].C12CCCC(CCC1)B2CCCCC[PH+]2C1C(CCC(C(C2)C)C1)C